C(#N)C=1C=C2C(=NC1)N(N=C2)C2=CC(=C(C=N2)C(=O)OC(C)(C)C)NC2(CC2)C=O tert-butyl 6-(5-cyanopyrazolo[3,4-b]pyridin-1-yl)-4-[(1-formylcyclopropyl)amino]pyridine-3-carboxylate